FC1=C(C=CC=C1C)C1=CC2=C(N(C(N2)=O)[C@H](CS(=O)(=O)C)C2=NC(=C(C=C2)OC)OCC)C=C1 (S)-5-(2-fluoro-3-methylphenyl)-1-(1-(6-ethoxy-5-methoxypyridin-2-yl)-2-(methylsulfonyl)ethyl)-1H-benzo[d]imidazol-2(3H)-one